CN1C(C=C(C(=C1)C=1C=NN(C1)CCN1CCOCC1)C1=CC=CC=C1)=O 1-methyl-5-(1-(2-morpholinoethyl)-1H-pyrazol-4-yl)-4-phenylpyridin-2(1H)-one